N-(2-(4-(azidomethyl)piperidin-1-yl)ethyl)-1-(4-chlorophenyl)methanesulfonamide N(=[N+]=[N-])CC1CCN(CC1)CCNS(=O)(=O)CC1=CC=C(C=C1)Cl